C(C)(C)(C)[Si](C)(C)O[C@@H]([C@H](CC#C)OC1CCCC1)C1=CC(=C(C(=C1)OC)C)OC tert-butyl-[(1R,2S)-2-(cyclopentoxy)-1-(3,5-dimethoxy-4-methyl-phenyl)pent-4-ynoxy]-dimethyl-silane